3-[[4-chloro-6-(2-vinylphenyl)pyrimidin-2-yl]sulfamoyl]benzoic acid ClC1=NC(=NC(=C1)C1=C(C=CC=C1)C=C)NS(=O)(=O)C=1C=C(C(=O)O)C=CC1